BrC=1C(=NC=C(C1)F)N 3-bromo-5-fluoro-pyridin-2-amine